4-((trans-2-phenylcyclopropane-1-carbonyl)piperazin-1-yl)-2-(phenylthio)ethan-1-one C1(=CC=CC=C1)[C@H]1[C@@H](C1)C(=O)C1N(CCNC1)C1=CC=C(C=C1)SCC=O